2-((2S)-4-(6,8-difluoro-2-(((S)-1-methylpyrrolidin-2-yl)methoxy)-7-(5,6,7,8-tetrahydroisoquinolin-4-yl)quinazolin-4-yl)-1-(2-fluoroacryloyl)piperazin-2-yl)acetonitrile FC=1C=C2C(=NC(=NC2=C(C1C1=CN=CC=2CCCCC12)F)OC[C@H]1N(CCC1)C)N1C[C@@H](N(CC1)C(C(=C)F)=O)CC#N